ClC=1C=C(C=CC1F)C=1N=CN(C1C=1C=CC=2N(N1)C(=CN2)C(=O)N)CCC2CCC2 6-(4-(3-chloro-4-fluorophenyl)-1-(2-cyclobutylethyl)-1H-imidazol-5-yl)imidazo[1,2-b]pyridazine-3-carboxamide